C(C)(=O)OC1=C(C=CC(=C1)Br)C1NC(N(C(=C1C(=O)OCC)C)C1=CC(=CC=C1)C(=O)OC)=O ethyl 4-(2-acetoxy-4-bromophenyl)-1-(3-(methoxycarbonyl)phenyl)-6-methyl-2-oxo-1,2,3,4-tetrahydropyrimidine-5-carboxylate